NC=1NC(=C(N1)Br)C(=O)OCC ethyl 2-amino-4-bromo-1H-imidazole-5-carboxylate